FC(OC=1C=C(C=CC1)C1=C(C=C(C=C1)C#CC(=O)OC)C(F)(F)F)F methyl 3-[3'-(difluoromethoxy)-2-(trifluoromethyl)[1,1'-biphenyl]-4-yl]prop-2-ynoate